ClC=1C=NN2C1N=C(N=C2NC2CCC(CC2)N2CCCCC2)C2=C(C=CC=C2F)F 8-chloro-2-(2,6-difluorophenyl)-N-((1r,4r)-4-(piperidin-1-yl)cyclohexyl)pyrazolo[1,5-a][1,3,5]triazin-4-amine